5-(5-Cyano-2-methoxyphenyl)-N-((3R,5S)-1-Cyano-5-(methoxymethyl)pyrrolidin-3-yl)-1,3,4-oxadiazol-2-carboxamid C(#N)C=1C=CC(=C(C1)C1=NN=C(O1)C(=O)N[C@H]1CN([C@@H](C1)COC)C#N)OC